COC1(C(C=CC=C1)OC)C(CN1CN(C=C1)C)=O 3-[2-(1,2-Dimethoxyphenyl)-2-oxoethyl]-1-methylimidazole